1',2'-dihydrospiro[piperidine-4,3'-pyrrolo[2,3-c]pyridine]-1-carboxylate N1CC2(C=3C1=CN=CC3)CCN(CC2)C(=O)[O-]